7-[[2-[[2-(2,6-dioxo-3-piperidyl)-1,3-dioxo-isoindolin-4-yl]-methyl-amino]acetyl]amino]heptanoic acid O=C1NC(CCC1N1C(C2=CC=CC(=C2C1=O)N(CC(=O)NCCCCCCC(=O)O)C)=O)=O